C(#N)C[C@@H]1CCN(CCO1)C(=O)OCC1=CC=CC=C1 (S)-Benzyl 7-(cyanomethyl)-1,4-oxazepane-4-carboxylate